(E)-5-methylheptan-3-one oxime CC(C/C(/CC)=N/O)CC